CON(C(CN(C(OC(C)(C)C)=O)C)=O)C tert-Butyl (2-(methoxy(methyl)amino)-2-oxoethyl)(methyl)carbamate